C(C)(C)(C)C1C(C(CN(C1)C(=O)[O-])(F)F)NC(=O)C12CN(CC2(C1)C(F)(F)F)C1=C2C=CC=NC2=C(C=C1)C#N 5-tert-butyl-4-(3-(8-cyanoquinolin-5-yl)-5-(trifluoromethyl)-3-azabicyclo[3.1.0]hexane-1-amido)-3,3-difluoropiperidine-1-carboxylate